4-chloro-5-(1,3-dioxolan-2-yl)thiazole ClC=1N=CSC1C1OCCO1